1-acetyl-N-(1'-oxo-2',3'-dihydro-1'H-spiro[cyclobutane-1,4'-isoquinoline]-7'-yl)piperidine-4-carboxamide C(C)(=O)N1CCC(CC1)C(=O)NC1=CC=C2C3(CNC(C2=C1)=O)CCC3